1-isopropyl-7-methoxy-6-(((S)-tetrahydrofuran-3-yl)oxy)-1H-benzo[c][1,2,6]thiadiazine 2,2-dioxide C(C)(C)N1S(N=CC2=C1C=C(C(=C2)O[C@@H]2COCC2)OC)(=O)=O